Isodecanoyl chloride C(CCCCCCC(C)C)(=O)Cl